BrC=1C=CC=C2C=NC(=NC12)NC=1C=CC(=C(C(=O)NC2=CC=C(C(=O)OCC)C=C2)C1)C ethyl 4-(5-((8-bromoquinazolin-2-yl)amino)-2-methylbenzamido)benzoate